2-(4-((7-(((S)-1-hydroxyhex-3-yl)amino)-5-((methoxycarbonyl)amino)-1H-pyrazolo[4,3-d]Pyrimidin-1-yl)methyl)-3-methoxyphenyl)piperazine-1,4-dicarboxylic acid di-tert-butyl ester C(C)(C)(C)OC(=O)N1C(CN(CC1)C(=O)OC(C)(C)C)C1=CC(=C(C=C1)CN1N=CC=2N=C(N=C(C21)N[C@H](CCO)CCC)NC(=O)OC)OC